methyl 7-{2-[2-(2-aminoethoxy)ethoxy]-ethoxy}heptanoate NCCOCCOCCOCCCCCCC(=O)OC